2,4-diaminophenoxy-ethanol HCL C1=CC(=C(C=C1N)N)OCCO.Cl